4-((7'-((trans)-2-hydroxy-2-methylcyclopentyl)-6'-oxo-6',7'-dihydrospiro[cyclopropane-1,5'-pyrrolo[2,3-d]pyrimidin]-2'-yl)amino)-N-(methyl-d3)benzenesulfonamide O[C@]1([C@@H](CCC1)N1C(C2(C3=C1N=C(N=C3)NC3=CC=C(C=C3)S(=O)(=O)NC([2H])([2H])[2H])CC2)=O)C